(2-(4-(2-fluorophenyl)tetrahydro-2H-pyran-4-yl)thiazol-4-yl)methanol FC1=C(C=CC=C1)C1(CCOCC1)C=1SC=C(N1)CO